C1(=CC=CC=C1)N1C(=NC2=C1C=CC=C2)C2=CC=C(C=C2)NC2=CC=CC1=CC=CC=C21 N-(4-(1-phenyl-1H-benzimidazol-2-yl)phenyl)naphthalene-1-amine